1,4-bis(methylsulfonyloxy)-2,3-dimethylbenzene CS(=O)(=O)OC1=C(C(=C(C=C1)OS(=O)(=O)C)C)C